diethyl(fluoro)(methyl)silane C(C)[Si](C)(F)CC